[I-].FC=1C=C(CC[NH3+])C=CC1 3-fluoro-phenethylammonium iodide